C(#N)C=1C=C(C=NC1)[C@H]1N(OCC1)C(=O)C1CCN(CC1)C1=CN=CC(=N1)C#N 6-[4-[(3S)-3-(5-cyano-3-pyridinyl)isoxazolidine-2-carbonyl]-1-piperidinyl]pyrazine-2-carbonitrile